2-(2,6-dioxopiperidin-3-yl)-4-((2-(2-hydroxyethoxy)ethyl)amino)isoindoline O=C1NC(CCC1N1CC2=CC=CC(=C2C1)NCCOCCO)=O